ClC1=C(C=CC(=C1C)[N+](=O)[O-])C 2-chloro-1,3-dimethyl-4-nitrobenzene